FC(C1=NN(C=C1C(=O)NC(C(C)C)C=1SC(=C(N1)C)C)C)F 3-(difluoromethyl)-N-(1-(4,5-dimethylthiazol-2-yl)-2-methylpropyl)-1-methyl-1H-pyrazole-4-carboxamide